NC1=C2C(=NC=N1)N(N=C2C2=C(C=C(C=C2)OC2=CC=CC=C2)F)[C@H]2CN(CCC2)C(=O)C(C#N)=CC(C)(N2CCN(CC2)C2COC2)C (R)-2-(3-(4-amino-3-(2-fluoro-4-phenoxyphenyl)-1H-pyrazolo[3,4-d]pyrimidin-1-yl)piperidine-1-carbonyl)-4-methyl-4-(4-(oxetan-3-yl)piperazin-1-yl)pent-2-enenitrile